2-(4-cyclopropyl-6-methoxypyrimidin-5-yl)-8-ethyl-9-(4-(1-isopropyl-4-(trifluoromethyl)-1H-imidazol-2-yl)benzyl)-9H-purine C1(CC1)C1=NC=NC(=C1C1=NC=C2N=C(N(C2=N1)CC1=CC=C(C=C1)C=1N(C=C(N1)C(F)(F)F)C(C)C)CC)OC